[Si](C)(C)(C(C)(C)C)O[C@@H]1[C@@H]2CC[C@@H]([C@]2(CCC1)C)[C@@H]([C@H](/C=C/C(=O)OCC)F)C Ethyl (4S,5S,E)-5-{(1R,3aR,4S,7aR)-4-[(tert-butyldimethylsilyl)oxy]-7a-methyloctahydro-1H-inden-1-yl}-4-fluorohex-2-enoate